(9-(4-amino-5-(5-fluoropyridin-3-yl)-7-methyl-7H-pyrrolo[2,3-d]pyrimidin-6-yl)-3-azaspiro[5.5]undec-8-en-3-yl)prop-2-en-1-one NC=1C2=C(N=CN1)N(C(=C2C=2C=NC=C(C2)F)C2=CCC1(CCN(CC1)C(C=C)=O)CC2)C